1-[6-(2,2-difluoro-7-methyl-[1,3]dioxolo[4,5-f]benzimidazol-6-yl)-5-ethylsulfonyl-3-pyridyl]cyclopropanecarbonitrile FC1(OC=2C(=CC3=C(N(C(=N3)C3=C(C=C(C=N3)C3(CC3)C#N)S(=O)(=O)CC)C)C2)O1)F